COC(C)(C)C1=NC=C(C(=N1)OC1=CC=CC=C1)C(=O)OCC ethyl 2-(1-methoxy-1-methyl-ethyl)-4-phenoxy-pyrimidine-5-carboxylate